ethene-oxide C1CO1